C(C)(C)(C)OC(C1=CC(=C(C=C1)NC(CC1=C(C=C(C=C1)C1=CC(=C(C=C1)F)OCC1=C(C=C(C=C1)Cl)F)F)=O)NCCO)=O 4-[[2-[4-[3-[(4-chloro-2-fluoro-phenyl)methoxy]-4-fluoro-phenyl]-2-fluoro-phenyl]acetyl]amino]-3-(2-hydroxyethylamino)benzoic acid tert-butyl ester